N-((1R)-1-(2-fluoro-4-methylphenyl)ethyl)-D-prolinamide FC1=C(C=CC(=C1)C)[C@@H](C)NC([C@@H]1NCCC1)=O